C1(=CC=CC=C1)N1CCN(CC1)CCCNC(=O)C=1C=CC2=C(NC=N2)C1 N-(3-(4-phenyl-piperazin-1-yl)propyl)-1H-benzo[d]imidazole-6-carboxamide